CN1N=CC(=C1)N(C1CCOCC1)S(N)(=O)=O 1-methyl-4-[sulfamoyl-(tetrahydropyran-4-yl)amino]pyrazole